ClC=1C=C2C(=CC(OC2=CC1OC(C(=O)NCC1CCC(CC1)C(=O)O)C)=O)C1=CC=CC=C1 4-[[2-(6-chloro-2-oxo-4-phenyl-chromen-7-yl)oxypropanoylamino]methyl]cyclohexanecarboxylic acid